N-[(2S,3R)-4,4-difluoro-2-[(2-fluoro-3'-methyl[1,1'-biphenyl]-3-yl)methyl]-1-(oxetane-2-carbonyl)pyrrolidin-3-yl]-cyclopropanesulfonamide FC1([C@@H]([C@@H](N(C1)C(=O)C1OCC1)CC=1C(=C(C=CC1)C1=CC(=CC=C1)C)F)NS(=O)(=O)C1CC1)F